(3,5-difluoro-4-{[6-(2-hydroxyethoxy)-7-methoxyquinolin-4-yl]oxy}phenyl)pyridine-3-carboxamide FC=1C=C(C=C(C1OC1=CC=NC2=CC(=C(C=C12)OCCO)OC)F)C1=NC=CC=C1C(=O)N